COC(C1CCN(CC1)C1=NC=CC(=C1)C1=NC=2C=CC3=C(C2C=C1)C1=C(S3)C(N[C@@H](CN1)C)=O)OC (R)-3-(2-(4-(dimethoxymethyl)piperidin-1-yl)pyridin-4-yl)-10-methyl-9,10,11,12-tetrahydro-8H-[1,4]diazepino[5',6':4,5]thieno[3,2-f]quinolin-8-one